1-(1-(4-fluorophenyl)ethyl)-4-oxo-6-(2-(pyrimidin-2-yl)cyclobutyl)-4,5-dihydro-1H-pyrazolo[3,4-d]pyrimidine-3-carbonitrile FC1=CC=C(C=C1)C(C)N1N=C(C2=C1N=C(NC2=O)C2C(CC2)C2=NC=CC=N2)C#N